phosphonium tetrafluoroborate F[B-](F)(F)F.[PH4+]